CC=COB(O)O methyl-vinyl-boric acid